C(NC1CCCCC1)NC1CCCCC1 Methylenebis(cyclohexylamine)